ClC1=NC2=CC=C(C=C2C(=N1)N1[C@H](COCC1)C1=CC=CC=C1)C=1C=CC(N(C1)C)=O (S)-5-(2-chloro-4-(3-phenylmorpholino)quinazolin-6-yl)-1-methylpyridin-2(1H)-one